2-({6-[(1E)-hex-1-en-1-yl]-quinolin-2-yl})amino(methyl)acetic acid C(=C\CCCC)/C=1C=C2C=CC(=NC2=CC1)C(C(=O)O)(C)N